4-[(1S)-1-aminoethyl]-2-methylpiperidine-1-carboxylic acid tert-butyl ester C(C)(C)(C)OC(=O)N1C(CC(CC1)[C@H](C)N)C